tert-Butyl 4-hydroxy-4-(4-(hydroxymethyl)thiazol-2-yl)piperidine-1-carboxylate OC1(CCN(CC1)C(=O)OC(C)(C)C)C=1SC=C(N1)CO